N-(7-cyclopropyl-1-methyl-1H-indazol-3-yl)-2,4-difluorobenzamide C1(CC1)C=1C=CC=C2C(=NN(C12)C)NC(C1=C(C=C(C=C1)F)F)=O